5-(thiophen-2-yl)-1,3,4-oxadiazole-2-carboxylic acid methyl ester COC(=O)C=1OC(=NN1)C=1SC=CC1